C(#N)[C@H](C[C@H]1C(NCCC1)=O)NC(=O)[C@@H]1N([C@H]2CC([C@@H]1CC2)(F)F)C([C@H](C2=CC=CC=C2)O)=O (1R,3R,4R)-N-((S)-1-cyano-2-((S)-2-oxopiperidin-3-yl)ethyl)-5,5-difluoro-2-((S)-2-hydroxy-2-phenylacetyl)-2-azabicyclo[2.2.2]octane-3-carboxamide